C(#N)C(C(=O)N)C1=CC(CCCC1)=O 2-cyano-2-(3-oxocyclohepta-1-en-1-yl)acetamide